(R)-1-((R)-7-(6-Chloro-5-((1S,2R)-2-methylcyclopropyl)-1H-indazol-4-yl)-8-fluoro-2-(((2R,7aS)-2-fluorotetrahydro-1H-pyrrolizin-7a(5H)-yl)methoxy)quinazolin-4-yl)-3-methylpiperidin-3-ol ClC1=C(C(=C2C=NNC2=C1)C1=CC=C2C(=NC(=NC2=C1F)OC[C@]12CCCN2C[C@@H](C1)F)N1C[C@@](CCC1)(O)C)[C@@H]1[C@@H](C1)C